((2S,3S)-3-(2-chlorophenyl)-1,4-dioxaspiro[4.5]decan-2-yl)methyl sulfamate S(N)(OC[C@@H]1OC2(O[C@H]1C1=C(C=CC=C1)Cl)CCCCC2)(=O)=O